3-(2-methoxyethyl)pyrrolidine-1-carboxamide COCCC1CN(CC1)C(=O)N